N-((1,2,3,5,6,7-hexahydro-s-indacen-4-yl)carbamoyl)-7-methoxy-5,6,7,8-tetrahydropyrazolo[5,1-b][1,3]oxazepine-3-sulfonimidamide C1CCC2=C(C=3CCCC3C=C12)NC(=O)NS(=O)(=N)C=1C=NN2C1OCCC(C2)OC